tert-butyl 8-cyano-6,6-dimethyl-7-oxo-2-azaspiro[4.4]nonane-2-carboxylate C(#N)C1C(C(C2(CCN(C2)C(=O)OC(C)(C)C)C1)(C)C)=O